C1(CC1)S(=O)(=O)NC=1SC=C(N1)C(CCOC)NC(C1=CC=C(C=C1)C=1C=NC=C(C1)F)=O N-(1-(2-(cyclopropanesulfonamido)thiazol-4-yl)-3-methoxypropyl)-4-(5-fluoropyridin-3-yl)benzamide